(5-(9'H-[9,3':6',9''-tercarbazol]-9'-yl)pyridin-3-yl)diphenylphosphine oxide C1=CC=CC=2C3=CC=CC=C3N(C12)C=1C=CC=2N(C3=CC=C(C=C3C2C1)N1C2=CC=CC=C2C=2C=CC=CC12)C=1C=C(C=NC1)P(C1=CC=CC=C1)(C1=CC=CC=C1)=O